O=C1NC(CCC1N1C(C2=CC=C(C=C2C1)NC(=O)C=1C=NC2=CC=C(C=C2C1)C)=O)=O N-(2-(2,6-dioxopiperidin-3-yl)-1-oxoisoindolin-5-yl)-6-methylquinoline-3-carboxamide